NC(C(=O)O)C(C=1C=NOC1C)O α-amino-β-hydroxy-5-methyl-4-isoxazolepropionic acid